OC1=CC=C(C=C1)C=1SC(=CC1C#N)C1=CC=C(C=C1)O 2,5-bis(4-hydroxyphenyl)thiophene-3-carbonitrile